C1(CC1)N1C(C(=CC=C1)NC(=O)C=1C(=CC=2N(C1)C=CN2)OC(C)C)=O N-(1-cyclopropyl-2-oxo-1,2-dihydropyridin-3-yl)-7-isopropoxylimidazo[1,2-a]Pyridine-6-carboxamide